Cl.FC1=CC(=C(C=C1)C=1CCCC2=C(C1C1=CC(=C(C=C1)CC1CN(C1)CCCF)F)C=CC(=C2)C(=O)O)C 8-(4-fluoro-2-methylphenyl)-9-(3-fluoro-4-((1-(3-fluoropropyl)azetidin-3-yl)methyl)phenyl)-6,7-dihydro-5H-benzo[7]annulene-3-carboxylic acid hydrochloride